CC[C@H](C)CCCCCO The molecule is an alkyl alcohol that is 6-methyloctane carrying a hydroxy group at position 1 (the S-stereoisomer). It has a role as a Daphnia pulex metabolite. It is an alkyl alcohol and a primary alcohol.